C12CNCC(N1C(=O)N)C2 3,6-diazabicyclo[3.1.1]Heptane-6-carboxamide